tert-butyl (5-acetyl-4-methylthiazol-2-yl)carbamate C(C)(=O)C1=C(N=C(S1)NC(OC(C)(C)C)=O)C